2-methyl-1-(2-(5-(p-tolyl)-1H-imidazol-2-yl)piperidin-1-yl)prop-2-en-1-one CC(C(=O)N1C(CCCC1)C=1NC(=CN1)C1=CC=C(C=C1)C)=C